5-(2-methoxypyridin-4-yl)-2-(2-methylpyridin-4-yl)-1H-indole COC1=NC=CC(=C1)C=1C=C2C=C(NC2=CC1)C1=CC(=NC=C1)C